NC1=C(C=2C(=NC=C(C2S1)F)C=1C2=C(C=3C=NC(=NC3C1F)N1C[C@@H](CC1)N1CCC(CC1)F)COC2)C#N 2-Amino-7-fluoro-4-(5-fluoro-3-((R)-3-(4-fluoropiperidin-1-yl)pyrrolidin-1-yl)-7,9-dihydrofuro[3,4-f]quinazolin-6-yl)thieno[3,2-c]pyridine-3-carbonitrile